5-(3-(2'-fluoro-[1,1'-biphenyl]-4-yl)propyl)-3-(2-methoxypyridin-4-yl)-1,2,4-oxadiazole FC1=C(C=CC=C1)C1=CC=C(C=C1)CCCC1=NC(=NO1)C1=CC(=NC=C1)OC